(+)-ethyl (3R)-4,4,4-trifluoro-3-methylbutanoate FC([C@@H](CC(=O)OCC)C)(F)F